OCC#CCN(C(OC(C)(C)C)=O)C tert-butyl (4-hydroxybut-2-yn-1-yl)(methyl)carbamate